ClC=1C=C(C(=O)O)C=C(C1)SC(F)F 3-chloro-5-[(difluoromethyl)sulfanyl]Benzoic acid